(3R)-1-N-Cbz-3-benzyl-3-piperidineformyl-(N,N',N'-trimethyl)hydrazine hydrochloride Cl.C(=O)(OCC1=CC=CC=C1)N(N(CC(=O)[C@@]1(CNCCC1)CC1=CC=CC=C1)C)C